(3-bromo-2-methylphenyl)methanol sodium salt [Na].BrC=1C(=C(C=CC1)CO)C